C(C=C)(=O)N1CC2=CC=CC(=C2CC1)C1=C2C(=C(NC2=C(C=C1F)C(=O)N)C)C#N (S)-4-(2-acryloyl-1,2,3,4-tetrahydroisoquinolin-5-yl)-3-cyano-5-fluoro-2-methyl-1H-indole-7-carboxamide